N-methoxyethyl-3-(trimethoxysilyl)propylamine COCCNCCC[Si](OC)(OC)OC